C1(CC1)N1N=CC(=C1)[C@H]1CN(CCO1)C=1N=C(C2=C(N1)N=C(C=C2)C)C21CC(C2)(C1)C(F)(F)F 2-((2S)-2-(1-cyclopropyl-1H-pyrazol-4-yl)-4-morpholinyl)-7-methyl-4-(3-(trifluoromethyl)bicyclo[1.1.1]pentan-1-yl)pyrido[2,3-d]pyrimidine